2-[6-(4-bromophenoxy)-2-(trifluoro-methyl)-3-pyridyl]-1-(1,2,4-triazol-1-yl)propan-2-ol BrC1=CC=C(OC2=CC=C(C(=N2)C(F)(F)F)C(CN2N=CN=C2)(C)O)C=C1